tert-butyl (cyclobutylmethyl)((3R)-1-(6-(1-oxo-1-((5-(pyrrolidin-1-yl)pyridin-3-yl)amino)propan-2-yl)pyridin-3-yl)piperidin-3-yl)carbamate C1(CCC1)CN(C(OC(C)(C)C)=O)[C@H]1CN(CCC1)C=1C=NC(=CC1)C(C(NC=1C=NC=C(C1)N1CCCC1)=O)C